2-[(1S)-3-benzyloxy-1-methyl-propoxy]tetrahydropyran C(C1=CC=CC=C1)OCC[C@@H](OC1OCCCC1)C